C(C)C=1C(=CC=C2C=C(C=C(C12)C1=C(C=2N=C(N=C(C2C=N1)N1CCCCC1)OC[C@]12CCCN2C[C@@H](C1)O)F)OCOC)F (2R,7aS)-7a-(((7-(8-ethyl-7-fluoro-3-(methoxymethoxy)naphthalen-1-yl)-8-fluoro-4-(piperidin-1-yl)pyrido[4,3-d]pyrimidin-2-yl)oxy)methyl)hexahydro-1H-pyrrolizin-2-ol